CC1=C(C=CC=C1C)N1CCN(CC1)C(CN1N=C(C2=C1CCC2)C(=O)N2CCC1(CCC(C1)=O)CC2)=O 1-[4-(2,3-dimethylphenyl)piperazin-1-yl]-2-[3-(2-oxo-8-azaspiro[4.5]decane-8-carbonyl)-5,6-dihydrocyclopenta[c]pyrazol-1(4H)-yl]ethan-1-one